1-methyl-5-(trifluoromethyl)benzimidazole-2-carbaldehyde CN1C(=NC2=C1C=CC(=C2)C(F)(F)F)C=O